CC1=C(C(=CC(=C1)N1CCOCC2=C1C=CC(=C2)C)C)C(C(=O)N)C(C)(C)C 2,6-dimethyl-4-(7-methyl-2,3-dihydrobenzo[e][1,4]oxazepine-1(5H)-yl)phenyl-3,3-dimethylbutanamide